C1N(CC2=NC=C3CCCC3=C12)C(CC1CN(C1)C1=NC=C(C=N1)C(F)(F)F)=O 1-(3,6,7,8-Tetrahydro-1H-2,4-diaza-as-indacen-2-yl)-2-[1-(5-trifluoromethyl-pyrimidin-2-yl)-azetidin-3-yl]-ethanone